Br.[C@@H]12S(C[C@@H](NC1)C2)(=O)=O (1S,4S)-2-thia-5-azabicyclo[2.2.1]heptane 2,2-dioxide, hydrobromide